tris-diethylamino-trifluoromethyl-silane C(C)N(CC)[Si](C(F)(F)F)(N(CC)CC)N(CC)CC